ClCCC1=CC=C(C(=O)NC2=CC=C(C=C2)S(=O)(=O)N2CCN(CC2)C2=NC(=CC(=C2)C(F)(F)F)Cl)C=C1 4-(2-chloroethyl)-N-[4-[4-[6-chloro-4-(trifluoromethyl)-2-pyridinyl]piperazin-1-yl]sulfonylphenyl]benzamide